ClC1=CC=C(C=C1)C(C(=O)O)N1C(NCC1=O)=O 2-(4-chlorophenyl)-2-(2,5-dioxoimidazolidine-1-yl)acetic acid